pyrrolidine-2-carbonitrile p-toluenesulfonate CC1=CC=C(C=C1)S(=O)(=O)O.N1C(CCC1)C#N